(2R)-N-(2-cyclopropylpyrimidin-5-yl)azepane-2-carboxamide dihydrochloride Cl.Cl.C1(CC1)C1=NC=C(C=N1)NC(=O)[C@@H]1NCCCCC1